(4-amino-7-bromo-2-(1-(pyridin-2-yl)ethyl)-2H-[1,2,3]triazolo[4,5-c]pyridin-6-yl)benzonitrile NC1=NC(=C(C=2C1=NN(N2)C(C)C2=NC=CC=C2)Br)C2=C(C#N)C=CC=C2